2-methoxy-5-[2-[4-(trifluoromethyl)phenoxy]-3-pyridyl]pyrimidine COC1=NC=C(C=N1)C=1C(=NC=CC1)OC1=CC=C(C=C1)C(F)(F)F